tert-butyl 8-oxo-2,5-diazaspiro[3.4]octane-2-carboxylate O=C1CCNC12CN(C2)C(=O)OC(C)(C)C